FC=1C=C(C=CC1)C1=NC=2N(C(=C1)C)N(CC2C(=O)O)[C@@H](C(F)(F)F)C (R)-5-(3-fluorophenyl)-7-methyl-N-(1,1,1-trifluoropropan-2-yl)pyrazolo[1,5-a]Pyrimidine-3-carboxylic acid